D-N-Boc-serine C(=O)(OC(C)(C)C)N[C@@H](CO)C(=O)O